1-(5-((5-((4'-chloro-5,5-dimethyl-3,4,5,6-tetrahydro-[1,1'-biphenyl]-2-yl)methyl)-2,5-diazabicyclo[2.2.2]oct-2-yl)methyl)-1-oxoisoindolin-2-yl)dihydropyrimidine-2,4(1H,3H)-dione ClC1=CC=C(C=C1)C1=C(CCC(C1)(C)C)CN1C2CN(C(C1)CC2)CC=2C=C1CN(C(C1=CC2)=O)N2C(NC(CC2)=O)=O